CC=1C=C(OC(CNC(=O)C2=CC=NC=3N2N=CC3C(=O)N)CC)C=CC1 N7-[2-(3-methylphenoxy)butyl]pyrazolo[1,5-a]pyrimidine-3,7-dicarboxamide